1-benzyl-4-(6-chloropyridin-3-yl)piperidine-4-carboxamide C(C1=CC=CC=C1)N1CCC(CC1)(C(=O)N)C=1C=NC(=CC1)Cl